ClC=1C=CC(=NC1)COC1=NN=C(S1)NC(C1=C(N=CC=C1)N1CCC(CC1)O)=O N-(5-((5-chloropyridin-2-yl)methoxy)-1,3,4-thiadiazol-2-yl)-2-(4-hydroxypiperidin-1-yl)nicotinamide